4-(3-aminopyridin-4-yl)-5-chloro-N-(5-chloro-6-(2H-1,2,3-triazol-2-yl)pyridin-3-yl)-2-fluorobenzamide formate salt C(=O)O.NC=1C=NC=CC1C1=CC(=C(C(=O)NC=2C=NC(=C(C2)Cl)N2N=CC=N2)C=C1Cl)F